(3-((3-(((5-Hydroxypyridin-2-yl)methyl)amino)-cyclobutyl)methyl)-1,2,3-oxadiazol-3-ium-5-yl)((3-(2-phenylacetamido)-5-(trifluoromethyl)-phenyl)carbamoyl)amide OC=1C=CC(=NC1)CNC1CC(C1)C[N+]1=NOC(=C1)[N-]C(NC1=CC(=CC(=C1)C(F)(F)F)NC(CC1=CC=CC=C1)=O)=O